C(C1=CC=CC=C1)OC=1C=C2C(=NN(C2=CC1)C1=CC=C(C=C1)C(F)(F)F)CNS(=O)(=O)C N-((5-(benzyloxy)-1-(4-(trifluoromethyl)phenyl)-1H-indazol-3-yl)methyl)methanesulfonamide